(6-fluoro-3-methyl-indol-1-yl)-N-(2-methyl-5-piperazin-1-yl-phenyl)propanamide FC1=CC=C2C(=CN(C2=C1)C(C(=O)NC1=C(C=CC(=C1)N1CCNCC1)C)C)C